C(C)(C)(C)C1=CC=C(C=C1)C=1C=2N(C3=C(N1)C=C(N=C3)C(=O)OC)C=CC2 methyl 6-(4-(tert-butyl)phenyl)pyrido[4,3-e]pyrrolo[1,2-a]pyrazine-3-carboxylate